(2R,4R)-N-[2-[(4,4-difluorocyclohexyl)amino]-1-(4-isopropyl-1,2,4-triazol-3-yl)-2-oxo-ethyl]-4-methoxy-N-[4-(pentafluoro-λ6-sulfanyl)phenyl]pyrrolidine-2-carboxamide FC1(CCC(CC1)NC(C(C1=NN=CN1C(C)C)N(C(=O)[C@@H]1NC[C@@H](C1)OC)C1=CC=C(C=C1)S(F)(F)(F)(F)F)=O)F